3-fluorobenzamide FC=1C=C(C(=O)N)C=CC1